C(CCCCC)C=1OC=NN1 2-n-hexyl-1,3,4-oxadiazole